ClC=1C(=NC=CC1C1=C(C(=CC=C1)C1=NC(=C(C=C1)CNC)OC)Cl)C1=CC(=C(CNCC23CC(C2)(C3)C(=O)O)C=C1)OC 3-(((4-(3-chloro-4-(2-chloro-3-(6-methoxy-5-((methylamino)methyl)pyridin-2-yl)phenyl)pyridin-2-yl)-2-methoxybenzyl)amino)methyl)bicyclo[1.1.1]pentane-1-carboxylic acid